BrC1=CC=2C(C3=CC(=CC=C3C2C=C1)Cl)(C1=CC=CC=C1)C1=CC=CC=C1 2-bromo-7-chloro-9,9-diphenyl-9H-fluorene